Cl.C(#N)C1=C(C=C(C=N1)NC=1N=CC2=C(N1)C=CC(N2)=O)N=CC2NCCCC2 2-[6-cyano-5-[(piperidin-2-yl)methyleneamino]-pyridin-3-yl]amino-6-oxo-(5H)-pyrido[3,2-d]pyrimidine hydrochloride